C1=CC(=CC2=C1C=1NC3=CC=C(C=C3C1CC2)NC(=O)[C@H]2N(CCC2)C(CC2=CC=CC=C2)=O)NC(=O)[C@H]2N(CCC2)C(CC2=CC=CC=C2)=O (2S,2'S)-N,N'-6,11-dihydro-5H-benzo[a]carbazole-3,8-diylbis[1-(phenylacetyl)pyrrolidine-2-carboxamide]